N1C=C(C2=CC=CC=C12)CC(\C=C\CC)NC(=O)C1=CC2=C(S1)C=C(C=C2)N2CCN(CC2)C (E)-N-(1-(1H-indol-3-yl)-3-hexene-2-yl)-6-(4-methylpiperazin-1-yl)benzo-[b]thiophene-2-carboxamide